ClC1=C(C=CC=C1OC)C1=CN=C(O1)CCl 5-(2-chloro-3-methoxyphenyl)-2-(chloromethyl)-1,3-oxazole